FC(C1=CC=C(C=C1)N1N=NC(=C1COC1=CC=C(N=N1)N1CC(N(CC1)CC(C)OC)=O)C)F 4-(6-((1-(4-(Difluoromethyl)phenyl)-4-methyl-1H-1,2,3-triazol-5-yl)methoxy)pyridazine-3-yl)-1-(2-methoxypropyl)piperazin-2-one